C1(C(C(C(C(C1OP(=O)(O)O)OP(=O)(O)O)OP(=O)(O)O)OP(=O)(O)O)OP(=O)(O)O)OP(=O)(O)O myo-inositol hexakisphosphate